C(C)C1(COC1)COCO ((3-ethyloxetan-3-yl)methoxy)methanol